tert-butyl (2S,6R)-9-(trifluoromethyl)-3,4-dihydro-2H-2,6-methanobenzo[b][1,5]oxazocine-5(6H)-carboxylate FC(C=1C=CC2=C(O[C@H]3CCN([C@@H]2C3)C(=O)OC(C)(C)C)C1)(F)F